6''-chloro-4'-(3-chloro-2-fluorophenyl)-2''-oxodispiro[cyclohexane-1,2'-pyrrolidine-3',3''-indoline]-5'-carboxamide ClC1=CC=C2C3(C(NC2=C1)=O)C1(NC(C3C3=C(C(=CC=C3)Cl)F)C(=O)N)CCCCC1